2-trifluoromethyl-3,4-dihydro-2H-naphthalene FC(C1CC2=CC=CC=C2CC1)(F)F